FC(C1=CC=C2CCC(CC2=C1)C(=O)OC)(F)F methyl 7-(trifluoromethyl)-1,2,3,4-tetrahydronaphthalene-2-carboxylate